NC1=CC=C(C=C1)C1CCN(CC1)C(=O)N(C=1N=CC=C2C1N(C=C2)C)[C@@H]2CN(CCC2)C(=O)OC(C)(C)C tert-butyl (S)-3-(4-(4-aminophenyl)-N-(1-methyl-1H-pyrrolo[2,3-c]pyridin-7-yl)piperidine-1-carboxamido)piperidine-1-carboxylate